FC1=CC=CC=2C3CC[C@@]4(C(\C(\[C@H](C4C3CCC12)CCC(=O)NC1=NC=C(C=C1)F)=C/O)=O)C 3-((13S,15S,Z)-4-fluoro-16-(hydroxymethylene)-13-methyl-17-oxo-7,8,9,11,12,13,14,15,16,17-decahydro-6H-cyclopenta[a]phenanthren-15-yl)-N-(5-fluoropyridin-2-yl)propanamide